5,8-dihydroxyanthraquinonebutanesulfonic acid OC1=C2C(C=3C=CC=C(C3C(C2=C(C=C1)O)=O)CCCCS(=O)(=O)O)=O